(6S)-5-tert-Butoxycarbonylphosphinyl-4,5,6,7-tetrahydro-3H-imidazo[4,5-c]pyridine C(C)(C)(C)OC(=O)P(=O)N1CC2=C(CC1)N=CN2